C(C=C)(=O)N1C[C@@H](CC[C@@H]1C)NC=1C2=C(N=CN1)NC=C2C(=O)OCC ethyl 4-(((3R,6S)-1-acryloyl-6-methylpiperidin-3-yl)amino)-7H-pyrrolo[2,3-d]pyrimidine-5-carboxylate